9-Mesityl-10-methylacridinium perchlorat Cl(=O)(=O)(=O)[O-].C1(=C(C(=CC(=C1)C)C)C=1C2=CC=CC=C2[N+](=C2C=CC=CC12)C)C